FC(C(C(C(F)(F)F)(F)F)(F)F)(CCC=C(C(=O)O)C)F 2-(perfluorobutyl)ethyl-methacrylic acid